CC(C(=O)OC[C@]1(O[C@H](C[C@@H]1OC(C(C)C)=O)N1C(N=C(C(=C1)F)N)=O)CCl)C [(2R,3S,5R)-5-(4-amino-5-fluoro-2-oxopyrimidin-1-yl)-2-(chloromethyl)-3-[(2-methylpropanoyl)oxy]oxolan-2-yl]methyl 2-methylpropanoate